N-(1-(3-fluorophenyl)-4-phenyl-1H-imidazol-2-yl)-4-(trifluoromethyl)benzamide FC=1C=C(C=CC1)N1C(=NC(=C1)C1=CC=CC=C1)NC(C1=CC=C(C=C1)C(F)(F)F)=O